ClCC(=O)N(C12CC(NC3=NC(=CC=C13)C(OC)OC)C2)CCN(C(OC(C)(C)C)=O)C tert-butyl N-(2-(2-chloro-N-(7-(dimethoxymethyl)-1,2,3,4-tetrahydro-2,4-methylene-1,8-naphthyridine-4-yl)acetamido)ethyl)-N-methylcarbamate